6-benzhydryl-aniline tert-butyl-N-[4-(bromomethyl)-3-(trifluoromethyl)phenyl]carbamate C(C)(C)(C)OC(NC1=CC(=C(C=C1)CBr)C(F)(F)F)=O.C(C1=CC=CC=C1)(C1=CC=CC=C1)C1=CC=CC=C1N